N1=CN=C(C2=C1NC=C2)N2CCN(CC2)CC(=O)N(C2=CC=C(C=C2)S(NC)(=O)=O)C 2-(4-(7H-pyrrolo[2,3-d]pyrimidin-4-yl)piperazin-1-yl)-N-methyl-N-(4-(N-methylsulfamoyl)phenyl)acetamide